C(C)(=O)C1=NN(C2=C(C=C(C=C12)C=1C=NC(=NC1)C)C)CC(=O)N1[C@@H](C[C@@](C1)(CF)F)C(=O)NC1=NC(=CC=C1C)Br (2S,4R)-1-(2-(3-acetyl-7-methyl-5-(2-methylpyrimidin-5-yl)-1H-indazol-1-yl)acetyl)-N-(6-bromo-3-methylpyridin-2-yl)-4-fluoro-4-(fluoromethyl)pyrrolidine-2-carboxamide